2-(3-aminophenyl)-5-aminobenzoxazole NC=1C=C(C=CC1)C=1OC2=C(N1)C=C(C=C2)N